4-(3,5-di(1H-pyrazol-1-yl)phenoxy)-7-methoxyquinoline-6-carboxamide N1(N=CC=C1)C=1C=C(OC2=CC=NC3=CC(=C(C=C23)C(=O)N)OC)C=C(C1)N1N=CC=C1